C(#N)C(CC1C(NCCC1)=O)NC(=O)C1N(C2CC(C1CC2)(F)F)C([C@@H](NC2=C(C=CC(=C2)F)F)C)=O N-(1-cyano-2-(2-oxopiperidin-3-yl)ethyl)-2-((2,5-difluorophenyl)-alanyl)-5,5-difluoro-2-azabicyclo[2.2.2]octane-3-carboxamide